(E)-3-(4-bromophenyl)-1-(4-(5-methoxypyridin-2-yl)piperazin-1-yl)prop-2-en-1-one BrC1=CC=C(C=C1)/C=C/C(=O)N1CCN(CC1)C1=NC=C(C=C1)OC